C1(CC1)[C@]1(C(N(C[C@H]1C)C=1C=2N(N=CC1)C=C(C2)C2=NC=C(C=C2)CO)=O)C#N (3R,4S)-3-cyclopropyl-1-[6-[5-(hydroxymethyl)pyridin-2-yl]pyrrolo[1,2-b]pyridazin-4-yl]-4-methyl-2-oxopyrrolidine-3-carbonitrile